C(CCCCCCCCCCC)OC(CCSCCC(=O)OCCCCCCCCCCCC)=O.CC1=NN(C(=C1)C)C=1C=CC(N(N1)C1CCN(CC1)C1=NC2=C(N1C)C=CC=C2)=O 6-(3,5-dimethylpyrazol-1-yl)-2-[1-(1-methylbenzimidazol-2-yl)piperidin-4-yl]pyridazin-3-one bis-dodecyl-thiodipropionate